2-(4-fluoro-2-methoxy-phenoxy)-N-[3-(methylsulfonylimino)phenyl]-5-(trifluoromethyl)pyridine-3-carboxamide FC1=CC(=C(OC2=NC=C(C=C2C(=O)NC=2CC(C=CC2)=NS(=O)(=O)C)C(F)(F)F)C=C1)OC